(4S)-3-((Difluoromethyl)sulfonyl)-5,5-difluoro-1-(5,6,7,8-tetrahydroquinolin-8-yl)-4,5,6,7-tetrahydro-1H-indol-4-ol FC(S(=O)(=O)C1=CN(C=2CCC([C@H](C12)O)(F)F)C1CCCC=2C=CC=NC12)F